3,5-dimethyl-4-((4-methyl-2-phenylquinoline-6-yl)oxy)phenyl-1,2,4-triazine-3,5(2H,4H)-dione CC=1C=C(C=C(C1OC=1C=C2C(=CC(=NC2=CC1)C1=CC=CC=C1)C)C)N1N=CC(NC1=O)=O